C1(=CC=C(C=C1)C(C=CC1=CC=C(C=C1)O)=O)C1=CC=CC=C1 1-[1,1'-Biphenyl]-4-yl-3-(4-hydroxyphenyl)prop-2-en-1-one